2-Chloro-4-(dibenzo[b,d]furan-1-yl)-6-(naphthalene-2-yl)-1,3,5-triazine ClC1=NC(=NC(=N1)C1=CC=CC=2OC3=C(C21)C=CC=C3)C3=CC2=CC=CC=C2C=C3